C(C1=CC=CC=C1)OC1=C2N=CNC2=NC(=N1)NC(OC(C)(C)C1=CC=C(C=C1)[N+](=O)[O-])=O 2-(4-nitrophenyl)propan-2-yl (6-(benzyloxy)-9H-purin-2-yl)carbamate